Methyl ((6-amino-2,3-difluorophenyl)sulfonyl)glycinate NC1=CC=C(C(=C1S(=O)(=O)NCC(=O)OC)F)F